S(=O)(=O)(ON1[C@@H]2CC[C@H](N(C1=O)C2)C(NC([C@@H](N)C)=O)=N)O (2S,5R)-2-(N-alanylcarbamimidoyl)-7-oxo-1,6-diazabicyclo[3.2.1]octan-6-yl hydrogen sulfate